tert-butyl (1R,5S)-3-(2-chloro-8-fluoro-7-(3-(methoxymethoxy)naphthalen-1-yl)quinazolin-4-yl)-3,8-diazabicyclo[3.2.1]octane-8-carboxylate ClC1=NC2=C(C(=CC=C2C(=N1)N1C[C@H]2CC[C@@H](C1)N2C(=O)OC(C)(C)C)C2=CC(=CC1=CC=CC=C21)OCOC)F